tert-butyl 3-[2-(methanesulfonyloxy)ethyl]-3,6-diazabicyclo[3.1.1]heptane-6-carboxylate CS(=O)(=O)OCCN1CC2N(C(C1)C2)C(=O)OC(C)(C)C